C(C)(C)(C)OC(=O)NC1OCCC(C1)C(=O)O (((tert-butoxycarbonyl)amino))tetrahydro-2H-pyran-4-carboxylic acid